FC([C@H]1[C@@H](C1)NC(C=1C(=NC=C(C1N1C[C@]2(CCCN2)CC1)C1=CC(=CC(=C1)F)F)[2H])=O)(F)F N-[(1R,2R)-2-(trifluoromethyl)cyclopropyl]-4-{(S)-1,7-diaza-7-spiro[4.4]nonyl}-5-(3,5-difluorophenyl)(2-2H)nicotinamide